CC=1C=C(C=C(C1)C)C=1N(C(=C2CCCCC12)C)C=1C=CC=C2C=CC(=CC12)O 8-(1-(3,5-dimethylphenyl)-3-methyl-4,5,6,7-tetrahydro-2H-isoindol-2-yl)naphthalen-2-ol